C(C)OC(CC1CC2(CN(C2)C(=O)OC(C)(C)C)C1)=O tert-butyl 6-(2-ethoxy-2-oxoethyl)-2-azaspiro[3.3]heptane-2-carboxylate